C[C@]12CC[C@@H](C[C@H]2[C@@H](CCC1)C)C(C)=O |r| 1-((2SR,4aRS,8RS,8aSR)-4a,8-dimethyldecahydronaphthalen-2-yl)ethan-1-one